C(#C)C1=C2C(=CC(=CC2=CC=C1F)O)C1=C(C=2N=C(N=C(C2C=N1)N(C[C@H]1NCCC1)C)OC[C@]12CCCN2C[C@@H](C1)F)F 5-ethynyl-6-fluoro-4-(8-fluoro-2-(((2R,7aS)-2-fluorotetrahydro-1H-pyrrolizin-7a(5H)-yl)methoxy)-4-(methyl(((S)-pyrrolidin-2-yl)methyl)amino)pyrido[4,3-d]pyrimidin-7-yl)naphthalen-2-ol